P(O)(=O)(I)F fluoroiodophosphoric acid